NC1=NC=CC=C1C1=NC=2C(=NC(=CC2)C#C[Si](C)(C)C)N1C=1C=C2CC[C@@H](C2=CC1)NC(C1=CN=C(C=C1)C)=O (S)-N-(5-(2-(2-aminopyridin-3-yl)-5-((trimethylsilyl)ethynyl)-3H-imidazo[4,5-b]pyridin-3-yl)-2,3-dihydro-1H-inden-1-yl)-6-methylnicotinamide